O=C1NC(CCC1N1CC=2C(C1=O)=CSC2CNC(=O)NC2=C(C=C(C=C2)C)OC)=O 1-((5-(2,6-dioxopiperidin-3-yl)-4-oxo-5,6-dihydro-4H-thieno[3,4-c]pyrrol-1-yl)methyl)-3-(3-methoxy-4-tolyl)urea